ClC1=C(C(N(C(N1)=O)CCC)=O)[N+](=O)[O-] 6-chloro-5-nitro-3-propylpyrimidine-2,4(1H,3H)-dione